C(C)(C)(C)C1=NC=C(C=N1)C=1N=C2N(C(C1C#N)=O)C=C(C=C2)C 2-(2-tert-butylpyrimidin-5-yl)-7-methyl-4-oxo-4H-pyrido[1,2-a]pyrimidine-3-carbonitrile